2-hydroxy-4-(acryloyloxyethoxy)benzophenone OC1=C(C(=O)C2=CC=CC=C2)C=CC(=C1)OCCOC(C=C)=O